ClC1=C(C=CC(=C1)[C@H](CN[C@H](C1=CC=CC=C1)[C@@H]1NC2=C(C=CC=C2NC1)C#N)C)CC(=O)O |o1:7| 2-(2-chloro-4-((R or S)-1-(((R)-((R)-8-cyano-1,2,3,4-tetrahydroquinoxalin-2-yl)(phenyl)methyl)amino)propan-2-yl)phenyl)acetic acid